nitrooxyquinoline lysine salt N[C@@H](CCCCN)C(=O)O.[N+](=O)([O-])OC1=NC2=CC=CC=C2C=C1